O=C1NC(CCC1N1C(C2=CC=C(C=C2C1)N1CCN(CC1)C(=O)C1=CC=C(C=C1)CC(=O)OC(C)(C)C)=O)=O tert-butyl 2-(4-(4-(2-(2,6-dioxopiperidin-3-yl)-1-oxoisoindolin-5-yl)piperazine-1-carbonyl)phenyl)acetate